O=C1NC(CCC1N1CCC2=C(C(=CC=C12)F)C1CCC(CC1)N(C(OC(C)(C)C)=O)C)=O tert-butyl ((1r,4r)-4-(1-(2,6-dioxopiperidin-3-yl)-5-fluoroindolin-4-yl)cyclohexyl)(methyl)carbamate